diethyl 2-(cyanomethyl)-2-(2-(1-(tetrahydro-2H-pyran-2-yl)-1H-pyrazol-3-yl)allyl)malonate C(#N)CC(C(=O)OCC)(C(=O)OCC)CC(=C)C1=NN(C=C1)C1OCCCC1